The molecule is a member of the class of depsidones that is 11H-dibenzo[b,e][1,4]dioxepine substituted by methyl groups at positions 1,6 and 9, chloro group at position 2, hydroxy group at position 3, formyl group at position 4, methoxy group at position 8 and an oxo group at position 11. It is a lichen metabolite isolated from several Psoroma species. It has a role as a lichen metabolite, an apoptosis inducer, an antineoplastic agent and an antimicrobial agent. It is a member of depsidones, an organic heterotricyclic compound, an aldehyde, an organochlorine compound, a member of phenols and an aromatic ether. CC1=CC(=C(C2=C1OC3=C(C(=C(C(=C3C(=O)O2)C)Cl)O)C=O)C)OC